NC1CCN(CC1)C(C[C@H]1C[C@]2(CCC1)OC1(OO2)C2CC3CC(CC1C3)C2)=O 1-(4-Aminopiperidin-1-yl)-2-((R,R)-dispiro[adamantane-2,3'-[1,2,4]trioxolane-5',1''-cyclohexan]-3''-yl)ethan-1-one